BrC1=CC2=C(CN(C[C@H](O2)CC)CC2=CC=C(C=C2)OC)N=C1N (2R)-8-bromo-2-ethyl-4-(4-methoxybenzyl)-2,3,4,5-tetrahydropyrido[2,3-f][1,4]oxazepin-7-amine